N-(3-fluoro-4-((4-(trifluoromethyl)benzyl)amino)phenyl)decanamide FC=1C=C(C=CC1NCC1=CC=C(C=C1)C(F)(F)F)NC(CCCCCCCCC)=O